FC1=C(COC2=C(C(N(C(=C2)C)C=2C(=NC(=NC2)C(=O)NC)C)=O)Br)C=CC(=C1)F 5-(4-(2,4-difluorobenzyloxy)-3-bromo-6-methyl-2-oxopyridin-1(2H)-yl)-N,4-dimethylpyrimidine-2-carboxamide